1,2-Diamino-2-methylpropan NCC(C)(C)N